(S)-5-(7,8-dimethyl-[1,2,4]triazolo[1,5-a]pyridin-6-yl)-6-isopropyl-2-(2-methyl-4-(2-(methylsulfonyl)ethyl)piperazin-1-yl)-4H-pyrrolo[3,2-d]thiazole CC1=C(C=2N(C=C1C1=C(C=3N=C(SC3N1)N1[C@H](CN(CC1)CCS(=O)(=O)C)C)C(C)C)N=CN2)C